ethylene glycol monomethyl ether hydrochloride Cl.COCCO